Diethyl (4-((2,3-difluoro-9H-carbazol-9-yl)methyl)benzyl)phosphonate FC1=CC=2N(C3=CC=CC=C3C2C=C1F)CC1=CC=C(CP(OCC)(OCC)=O)C=C1